ClC=1C(=C(C(=CC1)OC)C1=CC(=NC=C1C(=O)NC=1SC(=NN1)SCCO)C)F 4-(3-Chloro-2-fluoro-6-methoxyphenyl)-N-(5-((2-hydroxyethyl)thio)-1,3,4-thiadiazol-2-yl)-6-methylnicotinamide